perfluorooctyl-ethanol FC(C(F)(F)F)(O)C(C(C(C(C(C(C(C(F)(F)F)(F)F)(F)F)(F)F)(F)F)(F)F)(F)F)(F)F